FC1=C(C(=CC=C1)F)C#CC=1C=NC2=CC(=CC=C2C1)F 3-((2,6-Difluorophenyl)ethynyl)-7-fluoroquinoline